(6aR,10aR)-1-hydroxy-6,6,9-trimethyl-3-(pent-4-en-1-yl)-6H,6aH,7H,8H,10aH-benzo[c]isochromene-2-carboxylic acid OC1=C(C(=CC=2OC([C@@H]3CCC(=C[C@H]3C21)C)(C)C)CCCC=C)C(=O)O